N-[(1S)-5-[2-(2-aminopyridin-3-yl)-5-(5-methyl-1,3-thiazol-2-yl)imidazo[4,5-b]pyridin-3-yl]-2,3-dihydro-1H-inden-1-yl]-2,3-difluoro-5-formyl-4-hydroxybenzamide NC1=NC=CC=C1C1=NC=2C(=NC(=CC2)C=2SC(=CN2)C)N1C=1C=C2CC[C@@H](C2=CC1)NC(C1=C(C(=C(C(=C1)C=O)O)F)F)=O